γ-nonanolide C1(CC(CCCCCC)O1)=O